C(C)(=O)O[C@@H]1[C@H](O[C@H]([C@@H]([C@H]1OC(C)=O)OC(C)=O)OCCOCCN)COC(C)=O (2R,3R,4S,5R,6R)-2-(acetoxymethyl)-6-(2-(2-aminoethoxy)ethoxy)tetrahydro-2H-pyran-3,4,5-triyl triacetate